(3-(3-fluoro-4-methylphenyl)-3-(1,2,4-thiadiazol-5-yl)pyrrolidin-1-yl)(5-methyl-1H-indazol-3-yl)methanone FC=1C=C(C=CC1C)C1(CN(CC1)C(=O)C1=NNC2=CC=C(C=C12)C)C1=NC=NS1